NC1=CC(=C2CCCCCCCC(C3=NN=C(C1=N2)O3)(O)C(F)(F)F)C(F)(F)F 17-amino-6,15-bis(trifluoromethyl)-19-oxa-3,4,18-triazatricyclo[12.3.1.12,5]nonadeca-1(18),2,4,14,16-pentaen-6-ol